amyl [1-(5-deoxy-β-D-ribofuranosyl)-5-fluoro-2-oxo-1,2-dihydropyrimidin-4-yl]carbamate [C@@H]1([C@H](O)[C@H](O)[C@H](O1)C)N1C(N=C(C(=C1)F)NC(OCCCCC)=O)=O